FC1=C(C(=CC=C1)C)C=1C=C(C=2C=C(N=CC2C1)N)NC[C@@H]1N(CCCC1)C 7-(2-fluoro-6-methyl-phenyl)-N5-[[(2R)-1-methyl-2-piperidyl]methyl]isoquinoline-3,5-diamine